C(CCCCCCC)N(C(COCC(=O)N(CCCCCCCC)CCCCCCCC)=O)CCCCCCCC N,N,N',N'-tetraoctyl-3-oxapentane-1,5-diamide